N-hydroxy-o-trifluoromethylbenzimidoyl chloride ON=C(C1=C(C=CC=C1)C(F)(F)F)Cl